CN(C(=O)NC)C methyl-1-methyl-3-methyl-urea